C(C)(=O)N1CC(=CCC1)C1=CC(=C2C=C(NC2=C1F)C(N(C)C)=O)C1=C(C=C(C=C1)N1CCN(CC1)C(=O)OC(C)(C)C)OC tert-butyl 4-(4-(6-(1-acetyl-1,2,5,6-tetrahydropyridin-3-yl)-2-(dimethylcarbamoyl)-7-fluoro-1H-indol-4-yl)-3-methoxyphenyl)piperazine-1-carboxylate